CC(CCC(=O)OCC(=O)NCC1=C(C=C(C(=C1)O)O)I)=CCCC(=CCCC=C(CCC=C(CCC=C(C)C)C)C)C 2-((4,5-dihydroxy-2-iodobenzyl)-amino)-2-oxoethyl 4,8,13,17,21-pentamethyl-docosa-4,8,12,16,20-pentaenoate